C(CC)(=O)OOS(=O)(=O)ON1[C@@H]2CC[C@H](N(C1=O)C2)C(NCOC(CC)=O)=O (((((2S,5R)-7-oxo-2-(((propionyloxy) methyl) carbamoyl)-1,6-diazabicyclo[3.2.1]octan-6-yl) oxy) sulfonyl) oxy) propanoate